N-isopropyl-N,N-dimethyl-1-(10H-phenothiazin-10-yl)propan-2-aminium bromide [Br-].C(C)(C)[N+](C(CN1C2=CC=CC=C2SC=2C=CC=CC12)C)(C)C